3-[(4,4-difluorocyclohexyl)methyl]-4-{[6-(trifluoromethyl)pyridin-3-yl]methyl}-4,5-dihydro-1,2,4-oxadiazol-5-one FC1(CCC(CC1)CC1=NOC(N1CC=1C=NC(=CC1)C(F)(F)F)=O)F